4-isobutyl-2-[1-(pyridazin-3-ylmethyl)-4-piperidyl]benzonitrile C(C(C)C)C1=CC(=C(C#N)C=C1)C1CCN(CC1)CC=1N=NC=CC1